CCCN(CCCN(C)C)C1=[N+](C2=CC=CC=C2C(=C1)/C=C/3\N(C4=CC=CC=C4S3)C)C5=CC=CC=C5 2-[N-(3-dimethylaminopropyl)-N-propylamino]-4-[2,3-dihydro-3-methyl-(benzo-1,3-thiazol-2-yl)-methylidene]-1-phenyl-quinolinium